(S)-METHYL 6'-CHLORO-5-(((1R,2S)-2-((E)-PENT-1-EN-1-YL)CYCLOBUTYL)METHYL)-3',4,4',5-TETRAHYDRO-2H,2'H-SPIRO[BENZO[B][1,4]OXAZEPINE-3,1'-NAPHTHALENE]-7-CARBOXYLATE ClC=1C=C2CCC[C@]3(C2=CC1)CN(C1=C(OC3)C=CC(=C1)C(=O)OC)C[C@H]1[C@@H](CC1)\C=C\CCC